methyl 3-bromo-5,6-dimethylpyrazine-2-carboxylate BrC=1C(=NC(=C(N1)C)C)C(=O)OC